N-methylpropylamine CNCCC